n-propyl (1,5,5-trimethyl-2-cyclopentenyl)acetate CC1(C=CCC1(C)C)CC(=O)OCCC